C(N)(=O)C=1C=C(C=CC1F)NC(=O)[C@@H]1O[C@@]([C@@H]([C@@H]1C1=C(C=C(C=C1)F)OC(F)F)C)(C(F)(F)F)C (2R,3R,4R,5S)-N-(3-carbamoyl-4-fluoro-phenyl)-3-[2-(difluoromethoxy)-4-fluoro-phenyl]-4,5-dimethyl-5-(trifluoromethyl)tetrahydrofuran-2-carboxamide